5-methyl-3-(4-(tert-Butyl)phenyl)-pyrazol-4-ol CC1=C(C(=NN1)C1=CC=C(C=C1)C(C)(C)C)O